C1(CC1)C=1C=CC(=NC1)OC1CCC2(CN(C2)C(=O)C2CC(C2)(C)O)CC1 (7-((5-Cyclopropylpyridin-2-yl)oxy)-2-azaspiro[3.5]nonan-2-yl)((1s,3s)-3-hydroxy-3-methylcyclobutyl)methanone